6-fluoro-5-methoxy-3-(2-(3-methylazetidin-1-yl)ethyl)-1-(tetrahydro-2H-pyran-2-yl)-1H-indazole FC1=C(C=C2C(=NN(C2=C1)C1OCCCC1)CCN1CC(C1)C)OC